1-Bromo-2-(bromomethyl-d2)benzene BrC1=C(C=CC=C1)C([2H])([2H])Br